BrC1=C(C=O)C(=CC=C1)O 2-bromo-6-hydroxybenzaldehyde